cycloeicosene C1=CCCCCCCCCCCCCCCCCCC1